[N+](=O)([O-])C=1C=CC=C(C1)C1=CC=CC=C1 5-nitrobiphenyl